6-ethyl-2-(4-methoxybenzyl)-4-(trifluoromethyl)pyridazin-3(2H)-one C(C)C=1C=C(C(N(N1)CC1=CC=C(C=C1)OC)=O)C(F)(F)F